2-isopropoxy-4-methyl-5-(trifluoromethyl)aniline C(C)(C)OC1=C(N)C=C(C(=C1)C)C(F)(F)F